COC(C1=C(C=C(C=C1)NN)F)=O.O(C1=CC=CC=C1)C1=CC=C(C(=O)C2=CC(=CC=C2)C(C2=CC=C(C=C2)OC2=CC=CC=C2)=O)C=C1 1,3-bis(4-phenoxybenzoyl)benzene methyl-2-fluoro-4-hydrazino-benzoate